(S)-2,6-bis(benzyloxy)-3-(4-(3,3-difluoro-4-(4-(4,4,5,5-tetramethyl-1,3,2-dioxaborolan-2-yl)phenyl)piperidin-1-yl)-3-fluorophenyl)pyridine C(C1=CC=CC=C1)OC1=NC(=CC=C1C1=CC(=C(C=C1)N1CC([C@@H](CC1)C1=CC=C(C=C1)B1OC(C(O1)(C)C)(C)C)(F)F)F)OCC1=CC=CC=C1